[2-(3,5-difluoro-4-{[3-(5-methyl-1,3,4-oxadiazol-2-yl)-1-{[2-(trimethylsilyl)ethoxy]methyl}-1H-pyrrolo[2,3-b]pyridin-4-yl]oxy}anilino)-5-methyl-5,6-dihydro-4H-1,3-oxazin-5-yl]methanol FC=1C=C(NC=2OCC(CN2)(C)CO)C=C(C1OC1=C2C(=NC=C1)N(C=C2C=2OC(=NN2)C)COCC[Si](C)(C)C)F